CC1=C(C(=CC(=C1)C)C)NC(=S)NC1=C(C=C(C=C1C)C)C N,N'-bis(2,4,6-trimethylphenyl)thiourea